5-(4-amino-7H-pyrrolo[2,3-d]pyrimidin-7-yl)cyclopentane-1,2-diol NC=1C2=C(N=CN1)N(C=C2)C2CCC(C2O)O